C(=C)N1CCOCC1 N-vinylmorpholine